NC1=C(C=C(C=N1)C=1C=NN(C1)C1CCN(CC1)CCOCCOCCOCCOCCOCC(=O)O)O[C@H](C)C1=C(C(=CC=C1Cl)F)Cl (R)-17-(4-(4-(6-amino-5-(1-(2,6-dichloro-3-fluorophenyl)ethoxy)pyridin-3-yl)-1H-pyrazol-1-yl)piperidin-1-yl)-3,6,9,12,15-pentaoxaheptadecanoic acid